FC(S(=O)(=O)OC=1C[C@@H]2[C@@H](CN(C2)C(=O)OC(C)(C)C)C1)(F)F |r| rac-tert-Butyl (3aR,6aR)-5-(((trifluoromethyl)sulfonyl)oxy)-3,3a,4,6a-tetrahydrocyclopenta[c]pyrrole-2(1H)-carboxylate